(2S)-2-hydroxy-6-({[(2-methyl-2-propyl)oxy]carbonyl}amino)hexanoic acid O[C@H](C(=O)O)CCCCNC(=O)OC(C)(C)C